tert-butyl (4-(4-fluorophenyl)but-3-yn-2-yl)carbamate FC1=CC=C(C=C1)C#CC(C)NC(OC(C)(C)C)=O